ClC1=C(C=CC=C1)N1C(N=C(C2=CC=C(C=C12)C1CC1)NC1CC1)=O 1-(2-chlorophenyl)-7-cyclopropyl-4-(cyclopropylamino)quinazolin-2(1H)-one